COCCS(=O)(=O)C1=C(OC2=C(C=C(C=C2)C2=NOC(=N2)CN2CN(C(C2)(C)C)CCN2CCOCC2)C(F)(F)F)C=CC=C1 3-((3-(4-(2-((2-methoxyethyl)sulfonyl)phenoxy)-3-(trifluoromethyl)phenyl)-1,2,4-oxadiazol-5-yl)methyl)-5,5-dimethyl-1-(2-morpholinoethyl)imidazolidine